CC=1C(=C2C=NN(C2=CC1)C1OCCCC1)N1CC=2N(C(N=C(C2CC1)N1CCNCC1)=O)C[C@H]1N(CCC1)C 7-(5-methyl-1-(tetrahydro-2H-pyran-2-yl)-1H-indazol-4-yl)-1-(((S)-1-methylpyrrolidin-2-yl)methyl)-4-(piperazin-1-yl)-5,6,7,8-tetrahydropyrido[3,4-d]pyrimidin-2(1H)-one